C1(CC1)C(CCCN1CCN(CC1)C(=O)OC(C)(C)C)COC1=C(C=C(C=C1)S(=O)(=O)CC)C=1C2=C(C(N(C1)C)=O)N(C=C2)S(=O)(=O)C2=CC=C(C=C2)C tert-butyl 4-[4-cyclopropyl-5-[4-ethylsulfonyl-2-[6-methyl-7-oxo-1-(p-tolylsulfonyl)pyrrolo[2,3-c]pyridin-4-yl]phenoxy]pentyl]piperazine-1-carboxylate